N1(CCSCC1)CC(=O)N 2-thiomorpholinylacetamide